N1(N=CC=C1)C1=CC=C(C=C1)NC(CN)=O N-[4-(pyrazol-1-yl)phenyl]glycinamide